(R)-2-(4-chloro-2-methylphenoxy)propionic acid acrylate C(C=C)(=O)O.ClC1=CC(=C(O[C@@H](C(=O)O)C)C=C1)C